NC=1C=C2CC(CC2=CC1)(C(C)(C)O)N1C(NC(C1)C(F)(F)F)=O 1-(5-amino-2-(2-hydroxy-prop-2-yl)-2,3-dihydro-1H-inden-2-yl)-4-(trifluoromethyl)imidazolidin-2-one